O=C([C@H](O)[C@@H](O)[C@H](O)[C@H](O)CO)O gluconic acid-hydroxide